(S)-2-(3-chloro-5-vinylphenyl)propanenitrile ClC=1C=C(C=C(C1)C=C)[C@@H](C#N)C